azepan-1-yl-[1-(2-fluoro-ethyl)-3-(6-fluoro-imidazo[1,2-a]pyridin-3-yl)-1H-pyrazolo[4,3-c]pyridin-6-yl]-methanone N1(CCCCCC1)C(=O)C1=CC2=C(C=N1)C(=NN2CCF)C2=CN=C1N2C=C(C=C1)F